ClC=1C=C2C(=CC(=C(C2=CC1)/N=C/N(C)C)C(=O)C=1C2=CN(N=C2C(=CC1)F)C1OCCCC1)I (E)-N'-[6-chloro-2-[7-fluoro-2-(oxan-2-yl)indazole-4-carbonyl]-4-iodonaphthalen-1-yl]-N,N-dimethylmethanimidamide